2-(2,6-dioxopiperidin-3-yl)-4-(piperidin-4-ylamino)isoindolin-1,3-dione O=C1NC(CCC1N1C(C2=CC=CC(=C2C1=O)NC1CCNCC1)=O)=O